2,6-bis(benzyloxy)-3-(3-(piperidin-4-yloxy)phenyl)pyridine C(C1=CC=CC=C1)OC1=NC(=CC=C1C1=CC(=CC=C1)OC1CCNCC1)OCC1=CC=CC=C1